(4-chlorophenyl)-N-((trans)-4-hydroxytetrahydrofuran-3-yl)-2-(1-(methyl-d3)-1H-pyrazol-4-yl)-3-oxo-2,3-dihydropyridazine-4-carboxamide ClC1=CC=C(C=C1)C1=C(C(N(N=C1)C=1C=NN(C1)C([2H])([2H])[2H])=O)C(=O)N[C@@H]1COC[C@H]1O